C1(CC1)N(C(NCCCOC=1C=C2C=CC(NC2=CC1)=O)=O)[C@H]1[C@@H](CCCC1)O (-)-6-[3-[3-cyclopropyl-3-[(1R,2R)-2-hydroxycyclohexyl]ureido]-propoxy]-2(1H)-quinolinone